4-(3,4-dichlorophenyl)-1-(2-oxo-1,2-dihydroquinoline-4-carbonyl)-N-((tetrahydrofuran-2-yl)methyl)piperazine-2-carboxamide ClC=1C=C(C=CC1Cl)N1CC(N(CC1)C(=O)C1=CC(NC2=CC=CC=C12)=O)C(=O)NCC1OCCC1